C(C)(C)(C)OC(=O)N1CCN(CC1)C1=C(C=NC(=C1)C#N)C(=O)O 4-[4-(tert-butoxycarbonyl)piperazin-1-yl]-6-cyanopyridine-3-carboxylic acid